C(C)N1N=CC(=C1)NC=1N=C(C2=C(N1)NC=C2)N([C@@H]2CC[C@@H](N(C2)C(=O)OCC2=CC=CC=C2)C)C benzyl (2S,5R)-5-((2-((1-ethyl-1H-pyrazol-4-yl)amino)-7H-pyrrolo[2,3-d]pyrimidin-4-yl)(methyl)amino)-2-methylpiperidine-1-carboxylate